6-Chloro-3-[(1R)-1-[2-(2,5-difluoro-3-pyridyl)-3,6-dimethyl-4-oxo-chromen-8-yl]ethoxy]-N'-hydroxy-pyridine-2-carboxamidine ClC1=CC=C(C(=N1)C(=NO)N)O[C@H](C)C=1C=C(C=C2C(C(=C(OC12)C=1C(=NC=C(C1)F)F)C)=O)C